2',4',5,7-tetrahydroxy-5'-isopentenyl-flavanone OC1=C(C2OC3=CC(=CC(=C3C(C2)=O)O)O)C=C(C(=C1)O)CCC(=C)C